(S)-6-((5-fluoropyridin-2-yl)amino)-N-(methyl-d3)-4-((5-methyl-1-oxo-1,2,3,3a,4,5-hexahydropyrrolo[1,2-a]quinoxalin-6-yl)amino)nicotinamide FC=1C=CC(=NC1)NC1=NC=C(C(=O)NC([2H])([2H])[2H])C(=C1)NC1=C2N(C[C@H]3N(C2=CC=C1)C(CC3)=O)C